[N+](=O)([O-])[O-].C(C(=O)O)(=O)[O-].[Cu+2] cupric oxalate nitrate